FC1=CC=C(CSCC2=CC=C(C=C2)F)C=C1 (4-fluorobenzyl)sulfide